4-bromo-7,9-dichloro-5-fluoro-2-methyl-2H-pyrazolo[4,3-f]quinazoline BrC=1C=2C(C=3C(=NC(=NC3C1F)Cl)Cl)=CN(N2)C